3-((5-((4-(4-amino-3-(4-phenoxyphenyl)-1H-pyrazolo[3,4-d]pyrimidin-1-yl)piperidin-1-yl)methyl)-6-fluoropyridin-3-yl)amino)piperidine-2,6-dione NC1=C2C(=NC=N1)N(N=C2C2=CC=C(C=C2)OC2=CC=CC=C2)C2CCN(CC2)CC=2C=C(C=NC2F)NC2C(NC(CC2)=O)=O